NC/C(/COC1=CC=C(C=C1)S(=O)(=O)CC12CC(C1)(C2)NC(C(C)(C)C)=O)=C\F (E)-N-(3-(((4-((2-(aminomethyl)-3-fluoroallyl)oxy)phenyl)sulfonyl)methyl)bicyclo[1.1.1]pentan-1-yl)pivalamide